ClC1=CC(=C(OCC2=CC=CC(=N2)OC2CCN(CC2)CC2=NC3=C(N2CC=2OC=CN2)C=C(C=C3)C(=O)O)C=C1)F 2-{[4-({6-[(4-chloro-2-fluorophenoxy)methyl]pyridin-2-yl}oxy)piperidin-1-yl]methyl}-1-[(1,3-oxazol-2-yl)methyl]-1H-1,3-benzodiazole-6-carboxylic acid